3-norbornanesultone C123CC(C(CC1)C2)OS3(=O)=O